NC1=NN2C(N=C(C=C2)C=2C=C(C(=NC2)OC)NS(=O)(=O)C)=C1 N-(5-(2-aminopyrazolo[1,5-A]pyrimidin-5-yl)-2-methoxypyridin-3-yl)methanesulfonamide